ICC/C=C/CCOCOCOCC\C=C\CCI (3E)-6-iodo-3-hexenyloxymethylether